C(C)(C)(C)C=1C=C(C=C(C1OC)C(C)(C)C)P(C1=CC(=C(C(=C1)C(C)(C)C)OC)C(C)(C)C)=O bis(3,5-di-t-butyl-4-methoxyphenyl)phosphine oxide